FC(C(=O)O)(F)F.ClC1=C(C=CC(=C1)F)S(=O)(=O)NC=1C(=NC=C(C1)C=1C=CC=2N=CN=C(C2N1)N1CCNCC1)OC 2-chloro-4-fluoro-N-(2-methoxy-5-(4-(piperazin-1-yl)pyrido[3,2-d]pyrimidin-6-yl)pyridin-3-yl)benzenesulfonamide trifluoroacetate salt